1,4-dioxaspiro[4.5]decan-8-one O1CCOC12CCC(CC2)=O